methyl-phosphorus sulfate S(=O)(=O)([O-])[O-].C[P+2]